ClC=1C=C(C=CC1Cl)NC(=O)C1[C@@H]2CC=3C(=CNC(C3)=O)[C@@H]1CC2 (6S,9R)-N-(3,4-dichlorophenyl)-3-oxo-3,5,6,7,8,9-hexahydro-2H-6,9-methano-cyclohepta[c]-pyridine-10-carboxamide